NCC1CCC(CC1)C(N[C@H](C(NCCCC[C@H](NC(N[C@@H](CCC(=O)OC(C)(C)C)C(=O)OC(C)(C)C)=O)C(=O)OC(C)(C)C)=O)CC1=CC(=CC=C1)F)=O tri-tert-butyl (3S,10S,14S)-1-[(1r,4S)-4-(aminomethyl)cyclohexyl]-3-[(3-fluorophenyl)methyl]-1,4,12-trioxo-2,5,11,13-tetraazahexadecane-10,14,16-tricarboxylate